C1(CC1)NC(=O)C=1C=C(C(=C(C1)C1=NC=C(C(=O)NCC2=C(C(=C(C=C2)C)F)F)C=C1)C)F 6-{5-[(cyclopropylamino)carbonyl]-3-fluoro-2-methylphenyl}-N-(2,3-difluoro-4-methylbenzyl)nicotinamide